methyl 6-(3-ethoxy-3-methylazetidin-1-yl)quinoline-4-carboxylate C(C)OC1(CN(C1)C=1C=C2C(=CC=NC2=CC1)C(=O)OC)C